C(CCCCCCC)C1CC(CCC1)N 3-n-octylcyclohexylamine